(3S,4R,5R)-1-(((R)-1-(5-(trifluoromethyl)pyridin-3-yl)piperidin-3-yl)methyl)piperidine-3,4,5-triol FC(C=1C=C(C=NC1)N1C[C@H](CCC1)CN1C[C@@H](C([C@@H](C1)O)O)O)(F)F